5-(2-fluoro-6-methoxyphenyl)-2-(hydroxymethyl)isonicotinic acid FC1=C(C(=CC=C1)OC)C1=CN=C(C=C1C(=O)O)CO